sodium 5-[[(2S)-2-(9H-fluoren-9-ylmethoxycarbonylamino)-5-ureido-pentanoyl]amino]-2-[(4-nitrophenoxy)carbonyloxymethyl]benzenesulfonic acid C1=CC=CC=2C3=CC=CC=C3C(C12)COC(=O)N[C@H](C(=O)NC=1C=CC(=C(C1)S(=O)(=O)O)COC(=O)OC1=CC=C(C=C1)[N+](=O)[O-])CCCNC(=O)N.[Na]